2,2-Dimethyloxypropane COC(C)(C)OC